(3S,3aR,6R,6aS)-6-((tert-butyldimethylsilyl)oxy)hexahydrofuro[3,2-b]furan-3-amine [Si](C)(C)(C(C)(C)C)O[C@@H]1CO[C@H]2[C@@H]1OC[C@@H]2N